3-((2-Cyclopropylpyridin-4-yl)ethynyl)-5-nitropyridin-2-amine C1(CC1)C1=NC=CC(=C1)C#CC=1C(=NC=C(C1)[N+](=O)[O-])N